C1(CC1)C1=C(C(=NO1)C1=C(C=CC=C1Cl)Cl)CO[C@H]1[C@@H]2[C@H](N([C@H](C1)C2)C(=O)OC(C)(C)C)C tert-butyl (1S,3R,4S,5R)-5-[[5-cyclopropyl-3-(2,6-dichlorophenyl)-1,2-oxazol-4-yl]methoxy]-3-methyl-2-azabicyclo[2.2.1]heptane-2-carboxylate